C12C(C3CC(CC(C1)C3)C2)NCCCNCC2=NN(C(=C2C)C2=CC=C(C=C2)Cl)C2=C(C=C(C=C2)Cl)Cl N1-((1r,3r,5r,7r)-adamantan-2-yl)-N3-((5-(4-chloro-phenyl)-1-(2,4-dichloro-phenyl)-4-methyl-1H-pyrazol-3-yl)methyl)propane-1,3-diamine